bis[3-(3-aminophenoxy)phenyl]sulfolane NC=1C=C(OC=2C=C(C=CC2)C2(S(=O)(=O)CCC2)C2=CC(=CC=C2)OC2=CC(=CC=C2)N)C=CC1